ClC1=C(C(=O)N2CCN(CC2)C=2C=C(C=C(C2O)C)S(=O)(=O)Cl)C=CC(=C1)F 3-[4-(2-Chloro-4-fluoro-benzoyl)piperazin-1-yl]-4-hydroxy-5-methyl-benzenesulfonyl chloride